5-(pyrimidin-4-yl)-N-(3-(6-(trifluoromethyl)-1H-benzo[d]imidazol-2-yl)phenyl)pyrazin-2-amine N1=CN=C(C=C1)C=1N=CC(=NC1)NC1=CC(=CC=C1)C1=NC2=C(N1)C=C(C=C2)C(F)(F)F